BrC=1C=C(C(N(C1)C)=O)NC1=NC(=NC=C1)C(C)(C)O 5-Bromo-3-(2-(2-hydroxypropan-2-yl)pyrimidin-4-ylamino)-1-methylpyridin-2(1H)-one